NC=1C=C(C=CC1)C1=CC=CC=C1N 3,6'-diaminobiphenyl